COC[C@@H](C1=CC=CC=C1)NC1=NC(=CC(=C1)C=1N=NN(C1)CC1=CC=CC(=N1)N1C[C@H](CC1)C(=O)O)C1=CC(=CC=C1)C#N (S)-1-{6-[(4-{2-[(R)-2-methoxy-1-phenylethylamino]-6-(m-cyanophenyl)-4-pyridinyl}-1H-1,2,3-triazol-1-yl)methyl]-2-pyridinyl}-3-pyrrolidinecarboxylic acid